3-nitro-1-phenyl-7-((2,2,2-trifluoroethyl)amino)-1,8-naphthyridin-2(1H)-one [N+](=O)([O-])C=1C(N(C2=NC(=CC=C2C1)NCC(F)(F)F)C1=CC=CC=C1)=O